OC(CO)CC 2-hydroxybutanol